O(C(=S)[S-])C(C)CCCCC.[Na+] sodium sec-heptyl xanthate